2,5,8,11-Tetra-t-butylperylene C(C)(C)(C)C1=CC=2C=3C=C(C=C4C=C(C=C(C5=CC(=CC(=C1)C52)C(C)(C)C)C43)C(C)(C)C)C(C)(C)C